6-[benzyl(3,5-di-tert-butylphenyl)amino]pyridine-3-carboxylic Acid C(C1=CC=CC=C1)N(C1=CC=C(C=N1)C(=O)O)C1=CC(=CC(=C1)C(C)(C)C)C(C)(C)C